monodecanoyl-isopropanol C(CCCCCCCCC)(=O)C(C)(C)O